C12(CC(C1)C2)N2[C@@H](C=1NC3=CC=CC=C3C1C[C@H]2C)C=2C=C(C(=NC2)NC2CN(C2)CCCF)F 5-((1R,3R)-2-(bicyclo[1.1.1]pentan-1-yl)-3-methyl-2,3,4,9-tetrahydro-1H-pyrido[3,4-b]indol-1-yl)-3-fluoro-N-(1-(3-fluoropropyl)azetidin-3-yl)pyridin-2-amine